2,4,6-trifluoro-1,3,5-triazine FC1=NC(=NC(=N1)F)F